1-(4-((3-(2,6-Difluoro-3,5-dimethoxyphenyl)-8-(morpholinomethyl)-2-thioxo-2,3,4,7-tetrahydro-1H-pyrrolo[3',2':5,6]pyrido[4,3-d]pyrimidin-1-yl)methyl)piperidin-1-yl)ethan-1-one FC1=C(C(=C(C=C1OC)OC)F)N1C(N(C2=C(C1)C=NC1=C2C=C(N1)CN1CCOCC1)CC1CCN(CC1)C(C)=O)=S